CC1(O[C@H]2[C@H]([C@H](NC2=O)C(=O)N2C3=C(OCC2)C(=CC=C3)C)O1)C (3aS,6S,6aS)-2,2-dimethyl-6-(8-methyl-3,4-dihydro-2H-benzo[b][1,4]oxazine-4-carbonyl)tetrahydro-4H-[1,3]dioxolo[4,5-c]pyrrol-4-one